N-(2-aminoethyl)-3-((2-aminoethyl)(methyl)amino)propanamide NCCNC(CCN(C)CCN)=O